N-cyclopropyl-2-fluoro-5-(6-((1-hydroxy-2-methylpropan-2-yl-1,1-d2)amino)-5-isopropoxypyridin-3-yl)-4-methylbenzamide C1(CC1)NC(C1=C(C=C(C(=C1)C=1C=NC(=C(C1)OC(C)C)NC(C([2H])([2H])O)(C)C)C)F)=O